6-butyl-3,8-dioxo-10-phenyl-1-(2-thienyl)-2-(2-thienylmethyl)-4-oxa-2,7,9-triazadodecan-12-oate C(CCC)C(COC(N(CC=1SC=CC1)CC=1SC=CC1)=O)NC(NC(CC(=O)[O-])C1=CC=CC=C1)=O